CC1C([N+](=O)[O-])=CC(C(C)(C)C)=C(O)C=1C(=O)NC1C=CC(Br)=CC=1C(F)(F)F Bromoxanide